FC(C1=C(C=NC=2N1N=CC2)C)F 7-(difluoromethyl)-6-methylpyrazolo[1,5-a]pyrimidine